n-octyl-(3-phenoxypropyl)silane C(CCCCCCC)[SiH2]CCCOC1=CC=CC=C1